1-[4-(pentafluoro-λ6-sulfaneyl)phenyl]pyrazolo[4,3-b]pyridine-3-carbonitrile FS(C1=CC=C(C=C1)N1N=C(C2=NC=CC=C21)C#N)(F)(F)(F)F